(S)-3-AZIDODIHYDROFURAN-2(3H)-ONE N(=[N+]=[N-])[C@@H]1C(OCC1)=O